C1(CC1)OC1=C(C=CC(=C1)F)C(=O)N1CC2(C1)CC(C2)N2N=CC(=C2C2=C(C=C(C=C2)F)C)C (2-cyclopropoxy-4-fluorophenyl){6-[5-(5-fluoro-2-tolyl)-4-methyl-1-pyrazolyl]-2-aza-2-spiro[3.3]heptyl}methanone